6-chloro-N-((1R,2R,4S)-7-cyano-7-azabicyclo[2.2.1]heptan-2-yl)-1-(6-cyclopropyl-2-pyridinyl)-1H-indazole-5-carboxamide ClC1=C(C=C2C=NN(C2=C1)C1=NC(=CC=C1)C1CC1)C(=O)N[C@H]1[C@H]2CC[C@@H](C1)N2C#N